N-(p-tolyl)cinnamamide CC1=CC=C(C=C1)NC(=O)/C=C/C2=CC=CC=C2